ClC1=C(C=CC=C1)N1CCN(CC1)CC[C@H]1CC(C(N1)=O)(CC)CC (R)-5-(2-(4-(2-chlorophenyl)piperazin-1-yl)ethyl)-3,3-diethyl-pyrrolidin-2-one